C(C)(C)(C)N1C=C(C=C1)C(=O)NCC1=NC(=NO1)C1=NN2C(C=CC=C2N[C@H]2[C@H](CN(CC2)C)F)=C1C=C 1-(tert-butyl)-N-((3-(7-(((3S,4R)-3-fluoro-1-methylpiperidin-4-yl)amino)-3-vinylpyrazolo[1,5-a]pyridin-2-yl)-1,2,4-oxadiazol-5-yl)methyl)-1H-pyrrole-3-carboxamide